C(C)C1(CCC(CC1)NC=1N=C(C2=C(N1)NC=C2C=2C=CC=1N(C2)C(=NN1)C)OC)O (1s,4s)-1-ethyl-4-((4-methoxy-5-(3-methyl-[1,2,4]triazolo[4,3-a]pyridin-6-yl)-7H-pyrrolo[2,3-d]pyrimidin-2-yl)amino)cyclohexan-1-ol